BrC1=NC(=C2N1C(=CC(=N2)Cl)CBr)C(=O)OCC Ethyl 6-bromo-4-(bromomethyl)-2-chloroimidazo[1,5-a]pyrimidine-8-carboxylate